(R)-4-methyl-6-(4-(2-(2-(4-methyl-1-oxo-1,3-dihydroisobenzofuran-5-yl)morpholino)ethyl)-1H-pyrazol-1-yl)nicotinonitrile CC1=CC(=NC=C1C#N)N1N=CC(=C1)CCN1C[C@H](OCC1)C=1C(=C2COC(C2=CC1)=O)C